(E)-4-(2-(2-(5,8-dimethyl-[1,2,4]triazolo[1,5-a]pyrazin-2-yl)vinyl)-6-(pyrrolidin-1-yl)pyrimidin-4-yl)morpholine CC1=CN=C(C=2N1N=C(N2)/C=C/C2=NC(=CC(=N2)N2CCOCC2)N2CCCC2)C